C(C1=CC=CC=C1)OC(=O)N1C[C@](CC1)(C)C#N (3R)-3-cyano-3-methyl-pyrrolidine-1-carboxylic acid benzyl ester